N-(4-((2-(1,1-difluoroethyl)-6-methylpyrimidin-4-yl)amino)-5-(dimethylamino)pyridin-2-yl)acetamide FC(C)(F)C1=NC(=CC(=N1)NC1=CC(=NC=C1N(C)C)NC(C)=O)C